C(C1=CC=CC=C1)(=O)C=1C=C(C=CC1)C(C(=O)N1C=CC2=C1N=CN=C2N2C[C@]1([C@H](CN1C(CC#N)=O)C)CC2)C 3-((3S,4r)-6-(7-(2-(3-benzoylphenyl)propionyl)-7H-pyrrolo[2,3-d]pyrimidin-4-yl)-3-methyl-1,6-diazaspiro[3.4]oct-1-yl)-3-oxopropanenitrile